2-(1-bromoethyl)-5-chloro-3-cyclohexylquinazolin BrC(C)C1N=C2C=CC=C(C2=CN1C1CCCCC1)Cl